N-(5-(1-(4-(cyanomethyl)-1-(2,4-dichlorobenzoyl)piperidin-4-yl)-1H-pyrazol-4-yl)-[1,2,4]triazolo[1,5-a]pyridin-2-yl)cyclopropylcarboxamide C(#N)CC1(CCN(CC1)C(C1=C(C=C(C=C1)Cl)Cl)=O)N1N=CC(=C1)C1=CC=CC=2N1N=C(N2)NC(=O)C2CC2